5'-(4-fluorophenyl)-3'-(2,2,2-trifluoroethyl)-N-(4-(3,4,5-trimethylpiperazin-1-yl)phenyl)-1H,3'H-[2,4'-biimidazole]-4-carboxamide FC1=CC=C(C=C1)C1=C(N(C=N1)CC(F)(F)F)C=1NC=C(N1)C(=O)NC1=CC=C(C=C1)N1CC(N(C(C1)C)C)C